CC1(C=C(C2=C(N1CCCS(=O)(=O)[O-])C=C1[O+]=C(C=CC1=C2)C2=CC=CC=C2)CS(=O)(=O)[O-])C 8,8-dimethyl-2-phenyl-6-(sulfonatomethyl)-9-(3-sulfonatopropyl)-8H,9H-1λ4-chromeno[7,6-b]pyridin-1-ylium